ethyl 2-((dimethylamino)methylene)-3-oxobutanoate CN(C)C=C(C(=O)OCC)C(C)=O